(R)-9-fluoro-2-(1-(6-isopropoxypyridin-3-yl)piperidin-3-yl)-8-methoxy-[1,2,4]triazolo[1,5-c]quinazolin-5-amine FC1=CC=2C=3N(C(=NC2C=C1OC)N)N=C(N3)[C@H]3CN(CCC3)C=3C=NC(=CC3)OC(C)C